BrC=1C(=C(OC2CCC(CC2)CCCCN2C[C@@H](CC2)C2=CC=C3C(=NN(C3=C2)C)C2C(NC(CC2)=O)=O)C=CC1)C 3-(6-((S)-1-(4-((1r,4r)-4-(3-bromo-2-methylphenoxy)cyclohexyl)butyl)pyrrolidin-3-yl)-1-methyl-1H-indazol-3-yl)piperidine-2,6-dione